COC=1C=C(OCCN(CCC(C(=O)O)NC(CC(C)(C)C)=O)CCCCC2=NC=3NCCCC3C=C2)C=C(C1)OC 4-[2-(3,5-dimethoxyphenoxy)ethyl-[4-(5,6,7,8-tetrahydro-1,8-naphthyridin-2-yl)butyl]amino]-2-(3,3-dimethylbutanoylamino)butanoic acid